NCC1=C(C=NC=C1)O 4-(aminomethyl)pyridin-3-ol